bis(2,4-di-tert-butylphenyl)aluminum phosphate P(=O)([O-])([O-])[O-].C(C)(C)(C)C1=C(C=CC(=C1)C(C)(C)C)[Al+3]C1=C(C=C(C=C1)C(C)(C)C)C(C)(C)C